cobaltic fluoride [Co](F)(F)F